O1C(=O)C(=CC2=CC=CC=C12)C=CC(=O)N CoumarinAcrylamide